Cl.NC/C(/CN1N=CN(C1=O)CC1=CC=C(S1)C1=NC(=NC=C1)C#N)=C\F [5-(1-[(2E)-2-(aminomethyl)-3-fluoroprop-2-en-1-yl]-5-oxo-1,5-dihydro-4H-1,2,4-triazol-4-ylmethyl)thiophen-2-yl]pyrimidine-2-carbonitrile hydrochloride